(9aR,10S)-10-((R)-(2,3-difluorophenyl)(3-fluorophenyl)methyl)-4-((5-methyl-2-oxo-1,3-dioxol-4-yl)methoxy)-8,9,9a,10-tetrahydro-7H-pyrrolo[1',2':4,5]pyrazino[1,2-b]pyridazine-3,5-dione FC1=C(C=CC=C1F)[C@H]([C@H]1[C@@H]2N(C(C=3N1N=CC(C3OCC=3OC(OC3C)=O)=O)=O)CCC2)C2=CC(=CC=C2)F